[2H]C1(OCC=2C=3C(=N[C@H](C4=NC(=NN4C3SC2OC1([2H])[2H])C(=O)O)C)C1=C(C=CC=C1F)F)[2H] (7S)-14,14,15,15-tetradeuterio-9-(2,6-difluorophenyl)-7-methyl-13,16-dioxa-18-thia-2,3,5,8-tetrazatetracyclo[8.8.0.02,6.011,17]octadeca-1(10),3,5,8,11(17)-pentaene-4-carboxylic acid